3-bromo-1-methyl-N-(2-methyl-1-(pyridin-2-yloxy)propan-2-yl)-1H-pyrrolo[2,3-b]pyridine-5-carboxamide BrC1=CN(C2=NC=C(C=C21)C(=O)NC(COC2=NC=CC=C2)(C)C)C